C[C@H]1CC[C@H](C2=CC(=CC[C@@H]12)C)C(C)C cadina-3,5-diene